suberic acid diimine C(CCCCCCC(O)=N)(O)=N